(2-hydroxyethyl)(10-(octanoyloxy)decan-2-yl)amino octanoate C(CCCCCCC)(=O)ON(C(C)CCCCCCCCOC(CCCCCCC)=O)CCO